tert-butyl (R)-4-(6-((6-(4-((R)-1-(3-(tert-butyl)-1,2,4-oxadiazole-5-carboxamido)ethyl)-3-methylphenyl)pyrimidin-4-yl)amino)pyridin-3-yl)-3-(methoxymethyl)piperazine-1-carboxylate C(C)(C)(C)C1=NOC(=N1)C(=O)N[C@H](C)C1=C(C=C(C=C1)C1=CC(=NC=N1)NC1=CC=C(C=N1)N1[C@H](CN(CC1)C(=O)OC(C)(C)C)COC)C